C(CCCCCCC\C=C/CCCCCC)OC[C@@H](OC(CCCCCCCCCCCCCCCCC)=O)COP(=O)([O-])OCC[N+](C)(C)C 1-Palmitoleyl-2-stearoyl-sn-glycero-3-phosphocholine